ClC=1C=C(N=NC1)C=1C(=CC(=C(C1)NC(=O)N1C2CCCC1C2)F)C N-[5-(5-chloropyridazin-3-yl)-2-fluoro-4-methylphenyl]-6-azabicyclo[3.1.1]heptane-6-carboxamide